5-((3-([1,1'-biphenyl]-3-yl)-1H-pyrazol-1-yl)methyl)-2-bromopyridine C1(=CC(=CC=C1)C1=NN(C=C1)CC=1C=CC(=NC1)Br)C1=CC=CC=C1